COC=1C=C2C(C(C(OC2=CC1)C1=CC(=CC=C1)OC)=O)=O 6,3'-dimethoxyflavonone